2-amino-2-(2-(benzyl(ethyl)amino)ethyl)-6-boronohexanoic acid NC(C(=O)O)(CCCCB(O)O)CCN(CC)CC1=CC=CC=C1